C/C(/C(=O)O[C@H]1C(OC2=CC3=C(C=C2C1)C=CC(O3)=O)(C)C)=C\C3=CC=CC=C3 (R,E)-2,2-dimethyl-8-oxo-2,3,4,8-tetrahydropyrano[3,2-g]chromen-3-yl 2-methyl-3-phenylacrylate